BrC=1C=C(C(=NC1)N1C=C(C=C1C1=CC=CC=C1)S(=O)(=O)N)OC (5-bromo-3-methoxypyridin-2-yl)-5-phenyl-1H-pyrrole-3-sulfonamide